N1C(=CC2=CC=CC=C12)C1=CC=C2C=CNC2=C1 1H,1'H-2,6'-biindole